CC1(CCC=2C(=NN(C2C1)COCC[Si](C)(C)C)C=1N(C2=CC(=CC=C2C1)C(=O)O)COCC[Si](C)(C)C)C 2-(6,6-dimethyl-1-{[2-(trimethylsilyl)ethoxy]methyl}-5,7-dihydro-4H-indazol-3-yl)-1-{[2-(trimethylsilyl)ethoxy]methyl}indole-6-carboxylic acid